S1C(=NC2=C1C=CC=C2)NS(=O)(=O)C2=CC=C(C=C2)NCC2=C(O[C@H]1[C@@H]([C@H]([C@@H]([C@H](O1)C(=O)O)O)O)O)C(=CC=C2)OC (2S,3S,4S,5R,6S)-6-(2-(((4-(N-(benzo[d]thiazol-2-yl)sulfamoyl)phenyl)amino)methyl)-6-methoxyphenoxy)-3,4,5-trihydroxytetrahydro-2H-pyran-2-carboxylic acid